CN(CC(=O)O)NC(=N)N methylguanidinoglycine